(R)-N-(4-cyclobutyl-3-(3,3-dimethylcyclobutyl)-1-methyl-1H-pyrazol-5-yl)-2,2-difluoro-cyclopropane-1-carboxamide C1(CCC1)C=1C(=NN(C1NC(=O)[C@@H]1C(C1)(F)F)C)C1CC(C1)(C)C